(1-isopropyl-1H-imidazol-4-yl)[(1R,5S,6r)-6-(1-methyl-2-oxa-3-azabicyclo[3.1.0]hex-3-en-4-yl)-3-azabicyclo[3.1.0]hex-3-yl]methanone C(C)(C)N1C=NC(=C1)C(=O)N1C[C@H]2C([C@H]2C1)C1=NOC2(CC12)C